O1CCN(CC1)C=1C2=C(N=C(N1)C=1C=C(C=CC1)NC(C1=CC=NC=C1)=O)C=C(S2)C=2C=NC=CC2 N-(3-(4-morpholino-6-(pyridin-3-yl)thieno[3,2-d]pyrimidin-2-yl)phenyl)isonicotinamide